2-(4-hydroxyphenyl)acetic acid methyl ester COC(CC1=CC=C(C=C1)O)=O